(2S,4R)-1-((S)-2-(3-(2-aminoethoxy)propionylamino)-3,3-dimethylbutyryl)-4-hydroxy-N-(4-(4-methylthiazol-5-yl)benzyl)pyrrolidine-2-carboxamide NCCOCCC(=O)N[C@H](C(=O)N1[C@@H](C[C@H](C1)O)C(=O)NCC1=CC=C(C=C1)C1=C(N=CS1)C)C(C)(C)C